ClC=1C(=NC(=NC1)N[C@@H]1[C@H](C=2N(CC1)N=C(C2)COC)O)C=2C=C(C1=C(N(C(=N1)C)C(C)C)C2)F (4R,5S)-5-((5-chloro-4-(4-fluoro-1-isopropyl-2-methyl-1H-benzo[d]imidazol-6-yl)pyrimidin-2-yl)amino)-2-(methoxymethyl)-4,5,6,7-tetrahydropyrazolo[1,5-a]pyridin-4-ol